3-(carboxymethyl)-3-azapentanedioic acid C(=O)(O)CN(CC(=O)O)CC(=O)O